((1S,2S)-2-(3-chlorophenyl)cyclopropyl)methanol ClC=1C=C(C=CC1)[C@@H]1[C@H](C1)CO